4-(prop-2-ynoxy)-benzaldehyde C(C#C)OC1=CC=C(C=O)C=C1